Cl.ClC1=CC=C(C=C1)Cl 2,5-dichlorobenzene hydrochloride